tert-butyl 4-(5-{2-[4-({2,3,5-trifluoro-4-[(4-methoxyphenyl)methoxy]benzamido}methyl)bicyclo[2.2.2]octan-1-yl]imidazo[1,2-a]pyridin-7-yl}pyrimidin-2-yl)piperazine-1-carboxylate FC1=C(C(=O)NCC23CCC(CC2)(CC3)C=3N=C2N(C=CC(=C2)C=2C=NC(=NC2)N2CCN(CC2)C(=O)OC(C)(C)C)C3)C=C(C(=C1F)OCC1=CC=C(C=C1)OC)F